5-(6-(4-((6-methoxypyridin-3-yl)oxy)piperidin-1-yl)-5-methylpyridazin-3-yl)-3-methyl-1,2,4-oxadiazole COC1=CC=C(C=N1)OC1CCN(CC1)C1=C(C=C(N=N1)C1=NC(=NO1)C)C